BrC1=CC=C2C(CC(=NC2=C1)Cl)(O)OC(C)(C)C 7-bromo-4-(tert-butoxy)-2-chloroquinolin-4-ol